tert-Butyl 4-(1-methylpiperidine-4-carboxamido)phenethylcarbamate CN1CCC(CC1)C(=O)NC1=CC=C(CCNC(OC(C)(C)C)=O)C=C1